3-(sec-butoxy)-8-fluoro-6H-benzo[c]chromen-6-one C(C)(CC)OC1=CC=C2C3=C(C(OC2=C1)=O)C=C(C=C3)F